methyl-3H-thymidine CC1=CN(C(=O)NC1=O)[C@]2(C[C@@H]([C@H](O2)CO)O)C